N-(quinazolin-4-yl)-O-(trans-3-(2-(5,6,7,8-tetrahydro-1,8-naphthyridin-2-yl)ethyl)cyclobutyl)homoserine N1=CN=C(C2=CC=CC=C12)N[C@@H](CCO[C@@H]1C[C@H](C1)CCC1=NC=2NCCCC2C=C1)C(=O)O